2-Chloro-5-iodo-7H-pyrrolo[2,3-d]pyrimidine ClC=1N=CC2=C(N1)NC=C2I